4-[5-[(1S)-2-(cyclobutoxy)-1-hydroxy-ethyl]pyrazolo[3,4-b]pyridin-1-yl]benzoic acid C1(CCC1)OC[C@@H](O)C=1C=C2C(=NC1)N(N=C2)C2=CC=C(C(=O)O)C=C2